2-(6-amino-5-((3-(2-(piperazin-1-yl)ethoxy)phenyl)ethynyl)pyridazin-3-yl)phenol NC1=C(C=C(N=N1)C1=C(C=CC=C1)O)C#CC1=CC(=CC=C1)OCCN1CCNCC1